(R)-4-(4-((3S,4S)-3,4-bis(((1S,2R)-2-phenylcyclopropyl)carbamoyl)pyrrolidine-1-carbonyl)benzyl)-1-octanoyl-5-oxopiperazine-2-carboxylic acid C1(=CC=CC=C1)[C@@H]1[C@H](C1)NC(=O)[C@@H]1CN(C[C@H]1C(N[C@@H]1[C@H](C1)C1=CC=CC=C1)=O)C(=O)C1=CC=C(CN2C[C@@H](N(CC2=O)C(CCCCCCC)=O)C(=O)O)C=C1